(dimethylamino)-3-fluorobenzamide CN(C)C1=C(C(=O)N)C=CC=C1F